1-(8-fluoroimidazo[1,2-a]pyridin-5-yl)-N-(6-(methylsulfonyl)-5-(trifluoromethyl)pyridin-3-yl)-5-(trifluoromethyl)-1H-pyrazole-4-carboxamide FC=1C=2N(C(=CC1)N1N=CC(=C1C(F)(F)F)C(=O)NC=1C=NC(=C(C1)C(F)(F)F)S(=O)(=O)C)C=CN2